ClC1=CC2=C(C=N1)N(C(N2[C@H]2CC(CC2)([2H])NC(OC)=O)=O)C([2H])([2H])[2H] methyl ((3R)-3-(6-chloro-3-(methyl-d3)-2-oxo-2,3-dihydro-1H-imidazo[4,5-c]pyridin-1-yl)cyclopentyl-1-d)carbamate